(Cyclopropanecarboxamido)-4-((5-(5-(dicyclopropylphosphoryl)-1-methyl-1H-pyrazol-3-yl)thiophen-2-yl)amino)pyridazine-3-carboxamide C1(CC1)C(=O)NC=1C(=C(N=NC1)C(=O)N)NC=1SC(=CC1)C1=NN(C(=C1)P(=O)(C1CC1)C1CC1)C